Benzyl 4-(5-(3-(2-(2-(2-((3r,5r,7r)-adamantan-1-yl)acetoxy)ethoxy)ethyl)-phenyl)-2-methyl-3-phenylpyrazolo[1,5-a]pyrimidin-7-yl)piperazine-1-carboxylate C12(CC3CC(CC(C1)C3)C2)CC(=O)OCCOCCC=2C=C(C=CC2)C2=NC=3N(C(=C2)N2CCN(CC2)C(=O)OCC2=CC=CC=C2)N=C(C3C3=CC=CC=C3)C